C(C)(C)C1(OCCO1)C 2-isopropyl-2-methyl-1,3-dioxolane